C1(C(C=CC=2C1=CC1=CC=CC=C1C2)[2H])(O)[2H] benzo[b]naphthol-1,2-d